(2Z)-1-[(2-methylpropionyl)oxy]but-2-ene-4-yl acetate C(C)(=O)OC\C=C/COC(C(C)C)=O